FC1=C2C(N(C=NC2=CC(=C1)N1CC=2C(CC1)=NN(C2)C)C2CCN(CC2)C(=O)OC(C)(C)C)=O tert-butyl 4-(5-fluoro-7-(2-methyl-2,4,6,7-tetrahydro-5H-pyrazolo[4,3-c]pyridin-5-yl)-4-oxoquinazolin-3(4H)-yl)piperidine-1-carboxylate